tert-Butyl (R)-(tert-butoxycarbonyl)(6-(1-(2-cyano-1-cyclopentylethyl)-1H-pyrazol-4-yl)-5-(2,2-diethoxyethyl)pyrimidin-4-yl)carbamate C(C)(C)(C)OC(=O)N(C(OC(C)(C)C)=O)C1=NC=NC(=C1CC(OCC)OCC)C=1C=NN(C1)[C@H](CC#N)C1CCCC1